O1COCC=C1C(=O)O [1,3]Dioxin-6-carboxylic acid